C(C(O)C1=CC=CC=C1)(=O)O.C(CCCCCCCCCCCCC)N1CN(C=C1)C 1-tetradecyl-3-methylimidazole mandelate